N-(4-((3-((1,3-dimethoxypropan-2-yl)amino)-1H-pyrazolo[3,4-b]pyridin-4-yl)oxy)-3-fluorophenyl)-2-(4-fluorophenyl)-3-oxo-2,3-dihydropyridazine-4-carboxamide COCC(COC)NC1=NNC2=NC=CC(=C21)OC2=C(C=C(C=C2)NC(=O)C=2C(N(N=CC2)C2=CC=C(C=C2)F)=O)F